SC(CNC(C=1C(C(=O)O)=CC=CC1)=O)CS N-(2,3-dimercaptopropyl)-phthalamidic acid